9-fluoro-3-(5-(5-fluoropyridin-2-yl)-1,2,4-oxadiazol-3-yl)-1,3,4,11,12,12a-hexahydrobenzo[e]pyrido[1,2-a]azepin-6(2H)-one FC=1C=CC2=C(CCC3N(C2=O)CC(CC3)C3=NOC(=N3)C3=NC=C(C=C3)F)C1